OC1=C(C(OC12CCC(CC2)OC2CCN(CC2)CCOCCOCC(=O)OC(C)(C)C)=O)C2=C(C=C(C=C2C)C)C tert-butyl 2-(2-(2-(4-(((5s,8s)-4-hydroxy-3-mesityl-2-oxo-1-oxaspiro[4.5]dec-3-en-8-yl)oxy)piperidin-1-yl)ethoxy)ethoxy)acetate